I\C=C/C(=O)OC(C)C (Z)-isopropyl 3-iodo-acrylate